5-(3-isobutylureido)-1-methyl-1H-pyrazole-3-carboxylic acid methyl ester COC(=O)C1=NN(C(=C1)NC(=O)NCC(C)C)C